OB1OCC2=C1C=C(C=C2)/C=C/C(=O)C2=C(C=CC=C2)O (E)-3-(1-Hydroxy-3H-2,1-benzoxaborol-6-yl)-1-(2-hydroxyphenyl)prop-2-en-1-one